2-aminomethyl-phenylamine NCC1=C(C=CC=C1)N